5-(1,1-dimethylbutyl)-4-hydroxy-2-methylbenzoic acid, sodium salt [Na+].CC(CCC)(C)C=1C(=CC(=C(C(=O)[O-])C1)C)O